5,5'-diallyl-3-(hydroxymethyl)-[1,1'-biphenyl]-2,2'-diol C(C=C)C1=CC(=C(C(=C1)C=1C(=CC=C(C1)CC=C)O)O)CO